1-hydroxy-2-naphthalenecarboxylate OC1=C(C=CC2=CC=CC=C12)C(=O)[O-]